C(C)(=O)C1=C(C2=C(N=C(N=C2)NC2=CC=C(C=N2)N2CCN(CC2)C(=O)C2CN(C2)C2=CC=C(C(=O)NC3C(NC(CC3)=O)=O)C=C2)N(C1=O)C1CCCC1)C 4-(3-(4-(6-((6-acetyl-8-cyclopentyl-5-methyl-7-oxo-7,8-dihydropyrido[2,3-d]pyrimidin-2-yl)amino)pyridin-3-yl)piperazine-1-carbonyl)azetidin-1-yl)-N-(2,6-dioxopiperidin-3-yl)benzamide